[N+](=[N-])=CC(CC[C@@H](C(=O)OC(C)C)NC([C@H](C(C)=O)O)=O)=O isopropyl (S)-6-diazo-2-((S)-2-hydroxy-3-oxobutanamido)-5-oxohexanoate